4-Cyano-N-[(2S)-1-(4-ethylpiperazin-1-yl)-5-[[(1R,2S)-2-(4-fluorophenyl)cyclopropyl]amino]-1-oxopentan-2-yl]benzamide C(#N)C1=CC=C(C(=O)N[C@H](C(=O)N2CCN(CC2)CC)CCCN[C@H]2[C@@H](C2)C2=CC=C(C=C2)F)C=C1